diisooctyl diacetate C(C)(=O)OCCCCCC(C)C.C(C)(=O)OCCCCCC(C)C